(5-(5-(1-cyano-2,3-dihydro-1H-inden-4-yl)-6-methoxy-1-(4-methoxybenzyl)-1H-pyrazolo[4,3-b]pyridin-3-yl)pyridin-2-yl)piperidine-1-carboxylic acid tert-butyl ester C(C)(C)(C)OC(=O)N1C(CCCC1)C1=NC=C(C=C1)C1=NN(C=2C1=NC(=C(C2)OC)C2=C1CCC(C1=CC=C2)C#N)CC2=CC=C(C=C2)OC